N-(5-acetyl-4-methylthiazol-2-yl)-4-acetoxy-3-methoxybenzamide C(C)(=O)C1=C(N=C(S1)NC(C1=CC(=C(C=C1)OC(C)=O)OC)=O)C